COC1=C(C=CC=C1)N 4-methoxy-3-aminobenzene